6-((1R,2R)-2-(5-(difluoromethoxy)pyrimidin-2-yl)cyclobutyl)-4-oxo-1-((S)-1-(6-(trifluoromethyl)pyridin-3-yl)ethyl)-4,5-dihydro-1H-pyrazolo[3,4-d]pyrimidine-3-carbonitrile FC(OC=1C=NC(=NC1)[C@H]1[C@@H](CC1)C=1NC(C2=C(N1)N(N=C2C#N)[C@@H](C)C=2C=NC(=CC2)C(F)(F)F)=O)F